C(C1=CC=CC=C1)OCC1CCCC(=C1)C1=CC(=C(C=C1)Cl)CC1=CC=C(C=C1)OCC 5-((benzyloxy)methyl)-4'-chloro-3'-(4-ethoxybenzyl)-2,3,4,5-tetrahydro-1,1'-biBenzene